bis{3,4,6-trichloro-2-[(2-methyl propoxy)carbonyl]phenyl}oxalate ClC=1C(=C(C(=CC1Cl)Cl)OC(C(=O)OC1=C(C(=C(C=C1Cl)Cl)Cl)C(=O)OCC(C)C)=O)C(=O)OCC(C)C